ClC=1C=CC(=C(C1)O)C1=C(N=C(N=N1)NC1CN(CCC1)CC)C 5-Chloro-2-[3-[(1-ethyl-3-piperidyl)amino]-5-methyl-1,2,4-triazin-6-yl]phenol